propyl-6-methyl-4,5-dihydropyridazin-3(2H)-one C(CC)N1N=C(CCC1=O)C